2-methyl-N-(6-(1-methyl-5-(piperidin-1-ylmethyl)-1H-pyrazol-4-yl)isoquinolin-3-yl)-2-azaspiro[3.3]heptane-6-carboxamide CN1CC2(C1)CC(C2)C(=O)NC=2N=CC1=CC=C(C=C1C2)C=2C=NN(C2CN2CCCCC2)C